O=C1NC(CCC1N1C(C2=CC=C(C=C2C1)NC(=O)N1C(C2=CC=C(C=C2C1)C(F)(F)F)COC)=O)=O N-(2-(2,6-dioxopiperidin-3-yl)-1-oxoisoindolin-5-yl)-1-(methoxymethyl)-5-(trifluoromethyl)isoindoline-2-carboxamide